3-(1H-benzo[d]imidazol-6-yl)-2-(naphthalen-1-yl)thiazolidin-4-one N1C=NC2=C1C=C(C=C2)N2C(SCC2=O)C2=CC=CC1=CC=CC=C21